4-((2R,4s,6S)-2-cyano-7-((5-methoxy-7-methyl-1H-indol-4-yl)methyl)-7-azaspiro[3.5]nonan-6-yl)-N-(oxetan-3-ylmethyl)benzamide C(#N)C1CC2(C1)C[C@H](N(CC2)CC2=C1C=CNC1=C(C=C2OC)C)C2=CC=C(C(=O)NCC1COC1)C=C2